CNS(=O)(=O)C1=CC(=C(C=C1)OC1=CC=C(C=C1)C(F)(F)F)C1=CC2=C(NC(CO2)=O)C=C1 N-methyl-3-(3-oxo-3,4-dihydro-2H-1,4-benzoxazin-7-yl)-4-[4-(trifluoromethyl)phenoxy]benzene-1-sulfonamide